CN1N=CC(=C1)C1=NC=CC(=C1)OC=1C(=NC=CC1)N ((2-(1-methyl-1H-pyrazol-4-yl)pyridin-4-yl)oxy)pyridin-2-amine